CN1[C@@H]([C@H](CC1=O)C(=O)NCCOCCOCCNC=1N=CC(=NC1)N1CCC(CC1)C(=O)OC)C=1C=NC=CC1 methyl 1-(5-((2-(2-(2-((2S,3S)-1-methyl-5-oxo-2-(pyridin-3-yl)pyrrolidine-3-carboxamido)ethoxy)ethoxy)ethyl)amino)pyrazin-2-yl)piperidine-4-carboxylate